C(C)OC(=O)C=1C=CC=C2C=CN3C(C12)=CC=CC3 pyrido[2,1-a]isoquinoline-11-carboxylic acid ethyl ester